(E)-4-(2-(5-methoxy-1H-indol-3-yl)vinyl)-1-methylquinoline iodide [I-].COC=1C=C2C(=CNC2=CC1)/C=C/C1=CCN(C2=CC=CC=C12)C